4-Amino-5-(difluoromethoxy)-2-fluoro-3-nitrobenzoic acid NC1=C(C(=C(C(=O)O)C=C1OC(F)F)F)[N+](=O)[O-]